1,3-difluoro-4-nitrobenzene FC1=CC(=C(C=C1)[N+](=O)[O-])F